(2S,4S)-4-fluoro-1-[2-[4-(5-quinolinyloxy)-1-piperidinyl]acetyl]pyrrolidine-2-carbonitrile F[C@H]1C[C@H](N(C1)C(CN1CCC(CC1)OC1=C2C=CC=NC2=CC=C1)=O)C#N